C(#N)C1=CC=C(C=C1)C1=C2CN(CC2=CC(=C1)NCC(CO)O)C#N 4-(4-cyanophenyl)-6-((2,3-dihydroxypropyl)amino)isoindoline-2-carbonitrile